ClC1=CN=C2N1C=CC(=C2C2=C(C=C(C=C2O)CCC)O)C 2-(3-chloro-7-methylimidazo[1,2-a]pyridin-8-yl)-5-propylbenzene-1,3-diol